2-(4-amino-7-(1H-pyrazol-3-yl)-2H-pyrazolo[4,3-c]quinolin-2-yl)-2-methylpropan-1-ol NC1=NC=2C=C(C=CC2C=2C1=CN(N2)C(CO)(C)C)C2=NNC=C2